Cl.Cl.CN(S(=O)=O)CCC1=CC(=CC=C1)NC1=CC=NC=2NC(C=CC12)=O N-methyl-N-(3-((7-oxo-7,8-dihydro-1,8-naphthyridin-4-yl)amino)phenethyl)sulfonamide dihydrochloride